1-{[1-(26-amino-3,6,9,12,15,18,21,24-octaoxahexacosan-1-yl)hexahydropyridin-4-yl]methyl}-2-butyl-7-methylthieno[3,2-b]imidazo[4,5-d]pyridine-4-amine NCCOCCOCCOCCOCCOCCOCCOCCOCCN1CCC(CC1)CN1C(=NC=2C1=C1C(=NC2N)C=C(S1)C)CCCC